2,2,2-Trifluoroethyl (2-((S)-1-(2,3-difluorobenzyl)-5-oxopyrrolidin-2-yl)acetyl)valinate FC1=C(CN2[C@@H](CCC2=O)CC(=O)N[C@@H](C(C)C)C(=O)OCC(F)(F)F)C=CC=C1F